ON1C(NC2=CC=CC=C2C1=O)=O 3-Hydroxy-1H-quinazoline-2,4-dione